3-(6-aminohexylamino)propyl-trimethoxysilane NCCCCCCNCCC[Si](OC)(OC)OC